COC1=CC=C(C=C(C#N)C#N)C=C1 (4-methoxybenzylene)malononitrile